C1(=CC=CC=C1)S(=O)(=O)NN benzenesulfonhydrazide